NC=1N=C(SC1C(=O)NC1=CC2=C(N(C=N2)C)C=C1)SCC 4-amino-2-ethylsulfanyl-N-(1-methyl-1H-benzo[d]imidazol-5-yl)thiazole-5-carboxamide